3-((4-(2-(dimethylamino)ethyl)-7-fluoro-6-(3-hydroxynaphthalen-1-yl)-2,3-dioxo-3,4-dihydroquinoxalin-1(2H)-yl)methyl)azetidine-1-carboxylic acid tert-butyl ester C(C)(C)(C)OC(=O)N1CC(C1)CN1C(C(N(C2=CC(=C(C=C12)F)C1=CC(=CC2=CC=CC=C12)O)CCN(C)C)=O)=O